NC1=NC=NN2C1=CC=C2C2=CC=C(CNC1=C(C(=O)NCC3=CC(=C(C=C3)F)F)C=C(C=N1)C(F)(F)F)C=C2 2-[4-(4-Amino-pyrrolo[2,1-f][1,2,4]triazin-7-yl)-benzylamino]-N-(3,4-difluoro-benzyl)-5-trifluoromethyl-nicotinamide